BrCCCCCCCCCCCCCCCO 15-bromopentadecanol